tert-butyl N-[(3R)-1-([1,2,4]triazolo[4,3-a]pyridin-3-yl)-3-piperidyl]carbamate N=1N=C(N2C1C=CC=C2)N2C[C@@H](CCC2)NC(OC(C)(C)C)=O